3,6-bis(2,4,6-triisopropylphenyl)carbazole C(C)(C)C1=C(C(=CC(=C1)C(C)C)C(C)C)C=1C=CC=2NC3=CC=C(C=C3C2C1)C1=C(C=C(C=C1C(C)C)C(C)C)C(C)C